C(C)(C)(CC)C1=C(O)C=C(C(=C1)O)C(C)(C)CC 2,5-di-t-pentyl-hydroquinone